COCC1=CC=C(C=C1)COC 1,4-bis(methoxymethyl)benzene